ClC=1NC2=C(C=CC=C2C1)CC 2-chloro-7-ethyl-1H-indole